C1(=C(C(=CC(=C1)C)C)\N=C/1\N(C(N2C(C3=CC(=C(C=C3CC2)OC)OC)=C1)=O)CC#N)C (E)-2-(2-(mesitylimino)-9,10-dimethoxy-4-oxo-6,7-dihydro-2H-pyrimido[6,1-a]isoquinolin-3(4H)-yl)acetonitrile